CC(CCCC1CCC(CC1)C#N)C 4-(4-methylpentyl)cyclohexane-1-carbonitrile